2-Ethoxy-4-p-tolyl-5H-indeno[1,2-b]pyridine-3-carbonitrile C(C)OC1=C(C(=C2C(=N1)C1=CC=CC=C1C2)C2=CC=C(C=C2)C)C#N